(4-chlorobenzyl)-1-(3-hydroxypropyl)-3-methyl-8-(3-methyl-3-(4-methylpiperidin-1-yl)but-1-yn-1-yl)-3,7-dihydro-1H-purine-2,6-dione ClC1=CC=C(CN2C(=NC=3N(C(N(C(C23)=O)CCCO)=O)C)C#CC(C)(N2CCC(CC2)C)C)C=C1